bis(1-fluoro-2,2,2-trifluoroethyl) ether FC(C(F)(F)F)OC(C(F)(F)F)F